NC=1C(=C(C(=C(C(=O)NC=2C=C(C=CC2N2C[C@@H](N(CC2)C)C)N2N=NC(=C2)C(=O)O)C1)Cl)C)F (S)-1-(3-(5-amino-2-chloro-4-fluoro-3-methylbenzamido)-4-(3,4-dimethylpiperazin-1-yl)phenyl)-1H-1,2,3-triazole-4-carboxylic acid